BrC=1C(=C(NC=2N=CC=C3C=C(C=NC23)CN2C[C@@H](CC2)O)C=CC1)Cl (3R)-1-[[8-(3-bromo-2-chloro-anilino)-1,7-naphthyridin-3-yl]methyl]pyrrolidin-3-ol